C(C1=CC=CC=C1)N1N=C(C(N(C1=O)CC1=CC=CC=C1)=O)C1=CC=C(C=C1)C(F)(F)F 2,4-dibenzyl-6-(4-(trifluoromethyl)phenyl)-1,2,4-triazine-3,5(2H,4H)-dione